CCCCCCCCCCCCCCCCCCCC(=O)OC[C@H](COP(=O)(O)OC[C@@H](C(=O)O)N)OC(=O)CCCCCCCCCCC/C=C\C/C=C\CCCCC 1-eicosanoyl-2-(13Z,16Z-docosadienoyl)-glycero-3-phosphoserine